2-[1-[2,6-difluoro-4-[4-[(6-methyl-3-pyridyl)oxy]pyrimidin-2-yl]phenyl]-4-piperidinyl]acetic acid FC1=C(C(=CC(=C1)C1=NC=CC(=N1)OC=1C=NC(=CC1)C)F)N1CCC(CC1)CC(=O)O